Cl.Cl.ClC=1C=C2CN3C(=NC2=CC1)SC=C3CSC3=N[C@H]1[C@H](N3)CCCC1 7-chloro-3-((((3aR,7aR)-3a,4,5,6,7,7a-hexahydro-1H-benzo[d]imidazol-2-yl)thio)methyl)-5H-thiazolo[2,3-b]quinazoline dihydrochloride